FC1=C(C=CC=C1)N1CC(C1)C1=CC(=C(CN2CCC(CC2)C(=O)O)C(=C1)C)C 1-(4-(1-(2-fluorophenyl)azetidin-3-yl)-2,6-dimethylbenzyl)piperidine-4-carboxylic acid